C(C=CCCCCCCCCCCCCCC)=O 8Z-Heptadecenal